N-acryloyl-N-ethyl-β-alanine ethyl ester C(C)OC(CCN(CC)C(C=C)=O)=O